COC1=CC=C(C=C1)NN1C(=CC=C1C)C N-(4-methoxyphenyl)-2,5-dimethyl-1H-pyrrole-1-amine